2-(tert-butyl)-N-(2-methyl-4-(2-((1-methylpiperidin-4-yl)amino)pyrimidin-4-yl)benzyl)thiazole-5-carboxamide C(C)(C)(C)C=1SC(=CN1)C(=O)NCC1=C(C=C(C=C1)C1=NC(=NC=C1)NC1CCN(CC1)C)C